3-bromo-5-((4-((di-ethylamino)methyl)phenylimino)methyl)phenyl nicotinate C(C1=CN=CC=C1)(=O)OC1=CC(=CC(=C1)C=NC1=CC=C(C=C1)CN(CC)CC)Br